(1r,5s,6r)-N-isopropyl-N-methyl-3-(9-(3-methyl-1,2,4-oxadiazol-5-yl)-3-oxa-9-azabicyclo[3.3.1]non-7-yl)-3-azabicyclo[3.1.0]hexane-6-carboxamide C(C)(C)N(C(=O)C1[C@H]2CN(C[C@@H]12)C1CC2COCC(C1)N2C2=NC(=NO2)C)C